5-bromo-3-methoxy-2-methylquinoline BrC1=C2C=C(C(=NC2=CC=C1)C)OC